rac-tert-Butyl (1R,2R,3S,4S)-2-amino-3-(((1-methylcyclobutyl)methyl)carbamoyl)-7-azabicyclo[2.2.1]heptane-7-carboxylate N[C@H]1[C@H]2CC[C@@H]([C@H]1C(NCC1(CCC1)C)=O)N2C(=O)OC(C)(C)C |r|